Di(t-butylimino)di(dimethylamino)molybdenum (VI) C(C)(C)(C)N=[Mo](N(C)C)(N(C)C)=NC(C)(C)C